4-(((2Z,4E,6E,8E)-9-(3-(1H-imidazol-1-yl)-2,6,6-trimethylcyclohex-1-en-1-yl)-3,7-dimethylnona-2,4,6,8-tetraenamido)methyl)benzoic acid N1(C=NC=C1)C1C(=C(C(CC1)(C)C)/C=C/C(=C/C=C/C(=C\C(=O)NCC1=CC=C(C(=O)O)C=C1)/C)/C)C